(S)-6-((S)-1-(4-chlorophenyl)ethyl)-9-isopropyl-2-(pyridin-2-yl)-2,6,9-triazaspiro[4.5]decane-7,10-dione ClC1=CC=C(C=C1)[C@H](C)N1[C@]2(CCN(C2)C2=NC=CC=C2)C(N(CC1=O)C(C)C)=O